ClC1=CC=C(C(=N1)C=1C=CC2=C(C=NOB2O)C1)NC(C)C=1C=C(C=C2C(C(=C(OC12)N(C)C)C)=O)C 8-(1-((6-chloro-2-(1-hydroxy-1H-benzo[d][1,2,6]oxazaborinin-6-yl)pyridin-3-yl)amino)ethyl)-2-(dimethylamino)-3,6-dimethyl-4H-chromen-4-one